1-(sec-butyl)-5-(2-((1-(cyclopropylsulfonyl)piperidin-4-yl)amino)-5-fluoropyrimidin-4-yl)-3-fluoropyridin-2(1H)-one C(C)(CC)N1C(C(=CC(=C1)C1=NC(=NC=C1F)NC1CCN(CC1)S(=O)(=O)C1CC1)F)=O